1-(2-((2-((2-(4-(tert-butoxycarbonyl)piperazin-1-yl)ethyl)carbamoyl)-4-methylthiophen-3-yl)amino)-2-oxoethyl)-1-(2-(isoxazol-3-ylamino)-2-oxoethyl)azepan-1-ium C(C)(C)(C)OC(=O)N1CCN(CC1)CCNC(=O)C=1SC=C(C1NC(C[N+]1(CCCCCC1)CC(=O)NC1=NOC=C1)=O)C